N-[(1S)-2-[[5-(5-ethyl-3-methyl-1H-pyrazol-4-yl)-6-fluoro-2-pyridyl]amino]-1-(4-methylcyclohexyl)-2-oxo-ethyl]-2-isopropyl-pyrazole-3-carboxamide C(C)C1=C(C(=NN1)C)C=1C=CC(=NC1F)NC([C@H](C1CCC(CC1)C)NC(=O)C=1N(N=CC1)C(C)C)=O